FC1=C(C=C(C=C1)OC=1C(=C2C=CNC2=C(C1F)F)F)C1=NC(=NN1)[C@]1(CCOC2=C(C=CC=C12)CCC(=O)OCC)C ethyl (S)-3-(4-(5-(2-fluoro-5-((4,6,7-trifluoro-1H-indol-5-yl)oxy)phenyl)-1H-1,2,4-triazol-3-yl)-4-methylchroman-8-yl)propanoate